tert-butyl (S)-3-((6-(benzylamino)-4-(difluoromethoxy)pyridin-2-yl)oxy)pyrrolidine-1-carboxylate C(C1=CC=CC=C1)NC1=CC(=CC(=N1)O[C@@H]1CN(CC1)C(=O)OC(C)(C)C)OC(F)F